NC=1N=C(C2=C(N1)C(=NN2CC2=C(C=C(C=C2)CO)OC)C=2COCC2)NCCCC (4-((5-amino-7-(butylamino)-3-(2,5-dihydrofuran-3-yl)-1H-pyrazolo[4,3-d]pyrimidin-1-yl)methyl)-3-methoxyphenyl)methanol